NC1(C(=CC=CC1)C1=CC=CC=C1)CCCCP(C12CC3CC(CC(C1)C3)C2)C23CC1CC(CC(C2)C1)C3 (2-amino-1,1'-biphenyl-2-yl)butyl(di-1-adamantyl)phosphine